6-[8-[[5-fluoro-2-[2-(methylamino)ethyl]-7,8-dihydro-6H-cyclopenta[e]benzotriazol-7-yl]methyl]-2-oxo-1-oxa-3,8-diazaspiro[4.5]decan-3-yl]-4H-pyrazino[2,3-b][1,4]oxazin-3-one FC=1C2=C(C=3C(=NN(N3)CCNC)C1)CC(C2)CN2CCC1(CN(C(O1)=O)C1=NC3=C(OCC(N3)=O)N=C1)CC2